3-methoxy-N-methyl-1H-indazole-5-carboxamide COC1=NNC2=CC=C(C=C12)C(=O)NC